2-(4-chlorobenzyl)-6-(6-(dimethylamino)pyridin-3-yl)pyridazin-3(2H)-one ClC1=CC=C(CN2N=C(C=CC2=O)C=2C=NC(=CC2)N(C)C)C=C1